(3R)-3-amino-1-isobutyl-azetidin-2-one N[C@H]1C(N(C1)CC(C)C)=O